benzoyl geranate C(\C=C(/C)\CCC=C(C)C)(=O)OC(C1=CC=CC=C1)=O